5-[4-(4-fluoro-2-methylsulfonylphenyl)piperazine-1-carbonyl]-6-methyl-N-(1-methylcyclopropyl)furo[2,3-d]pyrimidin-4-amine FC1=CC(=C(C=C1)N1CCN(CC1)C(=O)C1=C(OC=2N=CN=C(C21)NC2(CC2)C)C)S(=O)(=O)C